CC1=C(C=CC(=C1C(C)(C)C)C)O 2,4-dimethyl-3-tert-butyl-phenol